COC(=O)C=1C=2N(C=CC1)C=C(N2)Br 2-bromoimidazo[1,2-a]pyridine-8-carboxylic acid methyl ester